3-[[4-(2,6-dimethylphenyl)-6-(2,3,4,5-tetrahydro-1H-2-benzazepin-4-yloxy)pyrimidin-2-yl]sulfamoyl]benzoic acid CC1=C(C(=CC=C1)C)C1=NC(=NC(=C1)OC1CNCC2=C(C1)C=CC=C2)NS(=O)(=O)C=2C=C(C(=O)O)C=CC2